C(C(C(F)(F)S(=O)(=O)[N-]S(=O)(=O)C(C(C(C(F)(F)F)(F)F)(F)F)(F)F)(F)F)(C(F)(F)F)(F)F.C(C(C(F)(F)S(=O)(=O)[N-]S(=O)(=O)C(C(C(C(F)(F)F)(F)F)(F)F)(F)F)(F)F)(C(F)(F)F)(F)F.[Ca+2] Calcium(II) Bis(nonafluorobutanesulfonyl)imide